(S)-1-(3-aminopiperidin-1-yl)-2-(4-(4-((4-fluoro-2-isopropoxyphenyl)amino)pyrido[3,2-d]pyrimidin-6-yl)-1H-pyrazol-1-yl)ethan-1-one N[C@@H]1CN(CCC1)C(CN1N=CC(=C1)C=1C=CC=2N=CN=C(C2N1)NC1=C(C=C(C=C1)F)OC(C)C)=O